BrC1=CC(=[N+](C=C1)[O-])OC 4-bromo-2-methoxypyridine 1-oxide